1-(4-(5-chloro-7-fluoro-6-(3-hydroxy-1-naphthyl)-2,1-benzothiazol-3-yl)-1-piperazinyl)-2-propen-1-one ClC=1C(=C(C=2C(=C(SN2)N2CCN(CC2)C(C=C)=O)C1)F)C1=CC(=CC2=CC=CC=C12)O